4-amino-7-chloro-2-oxo-1-(pyridin-3-yl)-1,2-dihydroquinolin-3-carbonitrile NC1=C(C(N(C2=CC(=CC=C12)Cl)C=1C=NC=CC1)=O)C#N